C(C)(C)[C@@H]1N=C(OC1)C1=NC2=CC=CC=C2N=C1 (S)-4-(isopropyl)-2-(quinoxalin-2-yl)-4,5-dihydro-oxazole